ethyl 8-((2S,5R)-4-benzyl-2,5-diethylpiperazin-1-yl)-6-oxo-5,6-dihydroimidazo[1,2-b]pyridazine-2-carboxylate C(C1=CC=CC=C1)N1C[C@@H](N(C[C@H]1CC)C=1C=2N(NC(C1)=O)C=C(N2)C(=O)OCC)CC